C(C)C=1SC(=C(N1)C1=CC=CC=C1)OC1=CC(=NC=C1)NC1=CC=C(C=N1)C(=O)N1CCN(CC1)C (6-((4-((2-ethyl-4-phenylthiazol-5-yl)oxy)pyridin-2-yl)amino)pyridin-3-yl)(4-methylpiperazine-1-yl)methanone